O=C1N(C(C2=CC=CC=C12)=O)CCCC(NO)=N 4-(1,3-dioxoisoindolin-2-yl)-N-hydroxybutanimidamide